CN1C(=CC=C1)CCNC1=NC2=CC=CC=C2C(=N1)NCCN1CCN(CC1)C N2-(2-(1-methyl-1H-pyrrol-2-yl)ethyl)-N4-(2-(4-methylpiperazin-1-yl)ethyl)quinazoline-2,4-diamine